ICCOCCOC1=CC=CC(=N1)C(=O)OC Methyl 6-[2-(2-iodoethoxy)ethoxy]pyridine-2-carboxylate